1-(4-(4-(dimethoxymethyl)piperidin-1-yl)phenyl)-6-methoxy-2-(2,2,2-trifluoroethyl)-1,2,3,4-tetrahydronaphthalen-1-ol COC(C1CCN(CC1)C1=CC=C(C=C1)C1(C(CCC2=CC(=CC=C12)OC)CC(F)(F)F)O)OC